N1SC=C2C1=CC=N2 pyrrolo[3,2-c]isothiazole